CC1(C(=C(C1)C1=C(C=CC=C1)NC(C)=O)C1=CC=C(C=C1)C(F)(F)F)C N-(2-(3,3-dimethyl-2-(4-trifluoromethylphenyl)cyclobut-1-en-1-yl)phenyl)acetamide